OC=1C=C(\C=C/2\C(NC(N(C2=O)C2=CC=C(C=C2)OC)=O)=O)C=CC1OC (Z)-5-(3-hydroxy-4-methoxybenzylidene)-1-(4-methoxyphenyl)pyrimidine-2,4,6(1H,3H,5H)-trione